Tert-butyl-(S)-N-(3-chloro-2,4-difluorophenyl)-N-methyl-2-oxo-3-(7-(trifluoromethyl)thieno[3,2-b]pyridin-5-yl)imidazoline-4-formamide C(C)(C)(C)N1C(N([C@@H](C1)C(=O)N(C)C1=C(C(=C(C=C1)F)Cl)F)C1=CC(=C2C(=N1)C=CS2)C(F)(F)F)=O